2-[4-[[(3R)-1-(2-Hydroxyethyl)-3-piperidyl]amino]phthalazin-1-yl]-5-(trifluoromethyl)phenol formic acid salt C(=O)O.OCCN1C[C@@H](CCC1)NC1=NN=C(C2=CC=CC=C12)C1=C(C=C(C=C1)C(F)(F)F)O